CN(C(C(=O)NC=1C(NC=C(C1)C(F)(F)F)=O)=O)CC1=C(C=CC=C1)C N1-methyl-N1-(2-methylbenzyl)-N2-(2-oxo-5-(trifluoromethyl)-1,2-dihydropyridin-3-yl)oxalamide